2-(2,6-dioxo-3-piperidyl)-5-[2-[2-[2-[2-[(2R,6S)-4-[6-(5-isopropoxy-1H-indazol-3-yl)pyrimidin-4-yl]-2,6-dimethyl-piperazin-1-yl]ethoxy]ethoxy]ethoxy]ethoxy]isoindoline-1,3-dione O=C1NC(CCC1N1C(C2=CC=C(C=C2C1=O)OCCOCCOCCOCCN1[C@@H](CN(C[C@@H]1C)C1=NC=NC(=C1)C1=NNC2=CC=C(C=C12)OC(C)C)C)=O)=O